N1C(C=CC2=CC=CC=C12)=O 1,2-DIHYDROCHINOLIN-2-ONE